2-chloro-5-(cyclopropylethynyl)aniline ClC1=C(N)C=C(C=C1)C#CC1CC1